O\C=C/1\[C@H](C2C3CCC=4C=CC=CC4C3CC[C@@]2(C1=O)C)CCC(N1CC2(CC1)CCOCC2)=O (13S,15S,Z)-16-(hydroxymethylene)-13-methyl-15-(3-oxo-3-(8-oxa-2-azaspiro[4.5]decan-2-yl)propyl)-6,7,8,9,11,12,13,14,15,16-decahydro-17H-cyclopenta[a]phenanthren-17-one